OC(CC(=O)[O-])C D-3-HYDROXYBUTYRAT